4-[6-amino-5-(4-hydroxyphenyl)-4-isopropyl-3-pyridinyl]phenol NC1=C(C(=C(C=N1)C1=CC=C(C=C1)O)C(C)C)C1=CC=C(C=C1)O